dibutylaminomethyldimethoxymethylsilane C(CCC)N(CCCC)C[SiH2]C(OC)OC